C(N)(OC(C(=O)N1CCC2(CC1)CN(C1=CC=CC=C12)S(=O)(=O)C)COCC1=CC=CC=C1)=O (3-(benzyloxy)-1-(1-(methylsulfonyl) spiro[indoline-3,4'-piperidin]-1'-yl)-1-oxopropan-2-yl) carbamate